OC1=C(C(=NC(=C1)C)C)C(=O)N 4-hydroxy-2,6-dimethylpyridine-3-carboxamide